C1(CCCC1)N1C(=NC2=C1SC(=C2C)C2=NC(=NC=C2F)NC2=NC=C(C=C2)CN2CCN(CC2)CC)C 4-(3-cyclopentyl-2,6-dimethyl-3H-thieno[2,3-d]imidazol-5-yl)-N-(5-((4-ethylpiperazin-1-yl)methyl)pyridin-2-yl)-5-fluoropyrimidin-2-amine